2-[2-(cyclohex-1-en-1-yl)-5-(ethylsulfonyl)-1-methyl-1H-imidazol-4-yl]-3-methyl-6-(trifluoromethyl)-3H-imidazo[4,5-c]pyridine C1(=CCCCC1)C=1N(C(=C(N1)C1=NC2=C(C=NC(=C2)C(F)(F)F)N1C)S(=O)(=O)CC)C